C(\C=C/C(=O)O)(=O)O.ClC=1C=CC2=C(N(C3=C(CC2)C=CC=C3)CCCCN(C/C=C/C(CC)=O)C)C1 (E)-6-[4-(3-chloro-10,11-dihydro-5H-dibenzo[b,f]azepin-5-yl)butyl-methyl-amino]hex-4-en-3-one maleate